(3R)-1-(8-fluoro-2-(((2R,7aS)-2-fluorotetrahydro-1H-pyrrolizin-7a(5H)-yl)methoxy)-7-(6-methyl-5-(prop-1-en-2-yl)-1H-indazol-4-yl)pyrido[4,3-d]pyrimidin-4-yl)-3-methylpiperidin-3-ol FC1=C(N=CC2=C1N=C(N=C2N2C[C@@](CCC2)(O)C)OC[C@]21CCCN1C[C@@H](C2)F)C2=C1C=NNC1=CC(=C2C(=C)C)C